3-(4-((1R,5S)-3,8-diazabicyclo[3.2.1]oct-8-yl)-5,6,7-trifluoro-1-oxoisoindoline-2-yl)piperidine-2,6-dione [C@H]12CNC[C@H](CC1)N2C2=C1CN(C(C1=C(C(=C2F)F)F)=O)C2C(NC(CC2)=O)=O